S(=O)([O-])OS(=O)[O-].[K+].[K+] Kalium disulfit